N-[7-methoxy-8-(3-morpholin-4-ylpropoxy)-2,3-dihydroimidazo[1,2-c]quinazolin-5-yl]-6-(2,2,2-trifluoroethoxy)nicotinamide COC1=C(C=CC=2C=3N(C(=NC12)NC(C1=CN=C(C=C1)OCC(F)(F)F)=O)CCN3)OCCCN3CCOCC3